N-(6-methoxy-1,2,3,4-tetrahydroisoquinolin-7-yl)-7-[5-(piperazin-1-yl)pyridin-3-yl]quinazolin COC=1C=C2CCNCC2=CC1N1CN=CC2=CC=C(C=C12)C=1C=NC=C(C1)N1CCNCC1